BrC1=C(C=C2C(=NC(=NC2=C1F)Cl)N([C@H]1[C@H](N(CC1)C(=O)OC(C)(C)C)C)C)C(F)(F)F tert-butyl (2R,3R)-3-[[7-bromo-2-chloro-8-fluoro-6-(trifluoromethyl) quinazolin-4-yl]-methyl-amino]-2-methyl-pyrrolidine-1-carboxylate